1-(4-bromo-3-fluorobenzyl)-3-methylazetidin-3-ol BrC1=C(C=C(CN2CC(C2)(O)C)C=C1)F